N1=CC=C(C=C1)C=1C=C(C=C(C1)C1=CC=NC=C1)CO [3,5-di(pyridine-4-yl)phenyl]methanol